(S,S)-2-dodecyl-2-octylmalonic acid potassium salt [K+].C(CCCCCCCCCCC)C(C(=O)[O-])(C(=O)[O-])CCCCCCCC.[K+]